C(C)(C)(C)OC(=O)N1CC=2N(CC1)N=C(C2)C=2C=NC(=CC2NC2=NC(=NC(=C2)C)C(C)(F)F)NC(C)=O 2-(6-Acetylamino-4-((2-(1,1-difluoroethyl)-6-methylpyrimidin-4-yl)amino)pyridin-3-yl)-6,7-dihydropyrazolo[1,5-a]pyrazine-5(4H)-carboxylic acid tert-butyl ester